CC1=C(C=CC=C1C(F)(F)F)[C@@H](C)NC(=O)C1=CN(C(C=C1N[C@H]1CCN(C2(CC2)C1)C)=O)C1CCOCC1 N-((R)-1-(2-methyl-3-(trifluoromethyl)phenyl)ethyl)-4-(((S)-4-methyl-4-azaspiro[2.5]oct-7-yl)amino)-6-oxo-1-(tetrahydro-2H-pyran-4-yl)-1,6-dihydropyridine-3-carboxamide